azoindoline C1CN(C2=CC=CC=C21)N=NN3CCC4=CC=CC=C43